CC=1N(C(N(C1)C1=NC(=CC(=C1)C(F)(F)F)N1C[C@H](OCC1)C)=O)CC=1C=NN(C1)C(C)C 4-methyl-1-{6-[(2R)-2-methylmorpholin-4-yl]-4-(trifluoromethyl)pyridin-2-yl}-3-{[1-(propan-2-yl)-1H-pyrazol-4-yl]methyl}-1,3-dihydro-2H-imidazol-2-one